C(=O)O.ClC1=C(C=CC(=C1F)OC(F)F)C1=CN=C(N1C)C(=O)NC1=CC(=C(C=C1)C(=O)N1CCN(CC1)C(C[C@H]1CNCC1)=O)Cl 5-[2-chloro-4-(difluoromethoxy)-3-fluoro-phenyl]-N-[3-chloro-4-[4-[2-[(3S)-pyrrolidin-3-yl]acetyl]piperazine-1-carbonyl]phenyl]-1-methyl-imidazole-2-carboxamide formate